C(C)(C)(C)OC(=O)N1C(C2=NN(C(=C2C1)C1=C(C=C(C(=C1)F)NC(=O)NC(C1=CC=CC=C1)=O)F)C1=C(C=CC=C1CC)CC)(C)C 3-(4-(3-benzoylureido)-2,5-difluorophenyl)-2-(2,6-diethylphenyl)-6,6-dimethyl-2,6-dihydropyrrolo[3,4-c]Pyrazole-5(4H)-carboxylic acid tert-butyl ester